1-methyl-4-(3-methyl-2-oxo-2,3-dihydro-1H-pyrido[2,3-b][1,4]oxazin-6-yl)-1H-1,2,3-triazole-5-carboxylic acid tert-butyl ester C(C)(C)(C)OC(=O)C1=C(N=NN1C)C=1C=CC2=C(OC(C(N2)=O)C)N1